C(C)(=O)N1[C@H](CN(CC1)S(=O)(=O)C1=CC=C(C(=O)N2C[C@H]([C@@H](C2)C(=O)N[C@@H]2[C@H](C2)C2=CC=CC=C2)C(=O)N[C@@H]2[C@H](C2)C2=CC=CC=C2)C=C1)C(NCCCCCCCCCCCCCC)=O (3S,4S)-1-(4-(((R)-4-acetyl-3-(tetradecylcarbamoyl)piperazin-1-yl)sulfonyl)benzoyl)-N3,N4-bis((1S,2R)-2-phenylcyclopropyl)pyrrolidine-3,4-dicarboxamide